C1(CCCCC1)NCCC[Si](OC)(OC)OC N-(cyclohexyl)-γ-aminopropyl-trimethoxysilane